FC=1C=C2CN(CC2=CC1)C(CNC12CC3(C[C@@H](C[C@H](C1)C3)C2)OC(=O)N[C@@H](CC2=CNC3=CC=CC=C23)C(=O)[O-])=O ((((1s,3S,5R,7S)-3-((2-(5-fluoroisoindolin-2-yl)-2-oxoethyl)amino)adamantan-1-yl)oxy)carbonyl)-L-tryptophanate